C(C)(C)N1N=C(C2=C1C=1N(N=C2)C=C(C1)C=1C=NC=CC1)N 1-isopropyl-8-(pyridin-3-yl)-1H-pyrazolo[3,4-d]pyrrolo[1,2-b]pyridazin-3-amine